S1C=NC2=C1C=CC(=C2)\C=N\O (E)-benzo[d]thiazole-5-formaldoxime